3-{4-[(1-benzyl-1H-pyrrol-3-yl)methyl]phenyl}-5-(trifluoromethyl)-4,5-dihydro-1,2-oxazol-5-ol C(C1=CC=CC=C1)N1C=C(C=C1)CC1=CC=C(C=C1)C1=NOC(C1)(O)C(F)(F)F